4-[4-Cyano-3-hydroxy-8-(2-o-tolyl-ethyl)-quinolin-2-yl]-4-oxo-butyric acid ethyl ester C(C)OC(CCC(=O)C1=NC2=C(C=CC=C2C(=C1O)C#N)CCC1=C(C=CC=C1)C)=O